2,6-dichloro-8-methyl-9-((tetrahydrofuran-2-yl)methyl)-9H-purine ClC1=NC(=C2N=C(N(C2=N1)CC1OCCC1)C)Cl